2-(difluoromethoxy)-4-[3-(2,4-difluorophenyl)-2-oxoimidazolidin-1-yl]benzaldehyde FC(OC1=C(C=O)C=CC(=C1)N1C(N(CC1)C1=C(C=C(C=C1)F)F)=O)F